CC1=NN(C=C1N)C1CCOCC1 3-methyl-1-(oxan-4-yl)pyrazol-4-amine